N-methyl-3-(2-methyl-5-((8-(trifluoromethyl)imidazo[1,5-a]pyridin-3-yl)amino)pyridin-3-yl)-1,6-naphthyridin-7-amine CNC1=NC=C2C=C(C=NC2=C1)C=1C(=NC=C(C1)NC1=NC=C2N1C=CC=C2C(F)(F)F)C